C1(CC1)C1=CC=C(C=N1)C1COC2=C(O1)C(=CC(=C2)CN2C1=NC=NC=C1N=C2)OC 9-((2-(6-cyclopropylpyridin-3-yl)-8-methoxy-2,3-dihydrobenzo[b][1,4]dioxin-6-yl)methyl)-9H-purine